OC(CC(=O)[O-])(C(CCCCCCCCCC)C(=O)[O-])C(=O)[O-].[Na+].[Na+].[Na+] sodium 2-hydroxy-1,2,3-tridecanetricarboxylate